2,9-bis{N-[4-(9-phenyl-9H-carbazol-3-yl)phenyl]-N-phenylamino}naphtho[2,1-b:6,5-b']bis-benzofuran C1(=CC=CC=C1)N1C2=CC=CC=C2C=2C=C(C=CC12)C1=CC=C(C=C1)N(C1=CC=CC=C1)C1=CC2=C(C3=C(O2)C=CC2=C3C=CC=3OC4=C(C32)C=CC(=C4)N(C4=CC=C(C=C4)C=4C=CC=3N(C2=CC=CC=C2C3C4)C4=CC=CC=C4)C4=CC=CC=C4)C=C1